[Pd](Cl)Cl.C1(=CC=CC=C1)P(C1=CC=CC=C1)C1=CC=CC=C1.C1(=CC=CC=C1)P(C1=CC=CC=C1)C1=CC=CC=C1 bis(triphenylphosphine) palladium dichloride